((2R,3S,4R,5R)-5-(4-Aminopyrrolo[2,1-f][1,2,4]triazin-7-yl)-5-cyano-3,4-dihydroxytetrahydrofuran-2-yl) methyltetrahydrofuran-3-carboxylate CC1OCCC1C(=O)O[C@H]1O[C@@]([C@@H]([C@@H]1O)O)(C#N)C1=CC=C2C(=NC=NN21)N